methyl (5-((2-bromobenzyl) oxy)-4-oxo-4H-chromen-2-carbonylamino)-L-phenylalaninate BrC1=C(COC2=C3C(C=C(OC3=CC=C2)C(=O)NN[C@@H](CC2=CC=CC=C2)C(=O)OC)=O)C=CC=C1